BrCC1=CC(=CC(=C1)OCC=C(C)C)OC 1-(bromomethyl)-3-methoxy-5-((3-methylbut-2-en-1-yl)oxy)benzene